4-chloro-6-isocyano-1-methyl-2-oxo-1,2-dihydro-1,5-naphthyridine-3-carbonitrile ClC1=C(C(N(C2=CC=C(N=C12)[N+]#[C-])C)=O)C#N